5-(tetrahydrofuran-3-yl)picolinohydrazide O1CC(CC1)C=1C=CC(=NC1)C(=O)NN